IC1=CC(=NC=C1)N1N=CN=C1[C@H](C)NC(C1=CC(=CC(=C1)C(F)(F)F)C(F)(F)F)=O (S)-N-(1-(1-(4-iodopyridin-2-yl)-1H-1,2,4-triazol-5-yl)ethyl)-3,5-bis(trifluoromethyl)benzamide